exo-N-{[3-(4-chlorophenyl)-1,2-oxazol-5-yl]methyl}-5-fluoro-1a,6b-dihydro-1H-cyclopropa[b][1]benzofuran-1-carboxamide ClC1=CC=C(C=C1)C1=NOC(=C1)CNC(=O)C1C2OC3=C(C21)C=C(C=C3)F